1-((3-((2-(2,6-dioxopiperidin-3-yl)-1-oxoisoindol-4-yl)oxy)propyl)-D-prolyl)-4-(2-fluorophenyl)piperidine-4-carbonitrile O=C1NC(CCC1N1C(C2=CC=CC(=C2C1)OCCCN1[C@H](CCC1)C(=O)N1CCC(CC1)(C#N)C1=C(C=CC=C1)F)=O)=O